ClC1=CC=C(C=C1)C(CO)C1CCN(CC1)C(=O)OC(C)(C)C tert-Butyl 4-(1-(4-chlorophenyl)-2-hydroxyethyl)piperidine-1-carboxylate